C(C)OC1=C(C=C(C=N1)C1=CC(=C2C(=N1)N=C(N2)C2=CC=C(C=C2)N2CCC(CC2)C(=O)OCC)N(C)CC2(CCC2)COC)C(F)(F)F ethyl 1-(4-{5-[6-ethoxy-5-(trifluoromethyl)pyridin-3-yl]-7-[{[1-(methoxymethyl)cyclobutyl]methyl} (methyl)amino]-1H-imidazo[4,5-b]pyridin-2-yl}phenyl)piperidine-4-carboxylate